N-4-methylanilinocarbonyl-sulfenamide formate C(=O)O.CC1=CC=C(NC(=O)NS)C=C1